ClC=1C=C(C=C(C1)C)N(C(=O)C1C(=NN(C1=O)C1=CC=C(C=C1)OC(F)F)C)C N-(3-chloro-5-methyl-phenyl)-1-[4-(difluoromethoxy)phenyl]-N,3-dimethyl-5-oxo-4H-pyrazole-4-carboxamide